CCCCCCCCCCCCCCCCCCCC=CO heneicosenol